Methyl 5-((2-(6-(((2-chloro-[1,1'-biphenyl]-4-yl)methyl)amino)-1H-benzo[d]imidazol-2-yl)ethyl)amino)benzo[c][2,6]naphthyridine-8-carboxylate ClC1=C(C=CC(=C1)CNC=1C=CC2=C(NC(=N2)CCNC2=NC3=C(C4=CN=CC=C24)C=CC(=C3)C(=O)OC)C1)C1=CC=CC=C1